Cl.CNCCC(=O)OC(C)(C)C tert-butyl 3-(methylamino)propanoate hydrochloride